N1(CCSCC1)S(=O)(=O)N1CCSCC1 thiomorpholin-4-yl sulfone